C1(=CC=C(C=C1)S(=O)(=O)N1C[C@@H](OCC1)CO)C [(2R)-4-(p-tolylsulfonyl)morpholin-2-yl]methanol